methyl 4-(4-ethynylbenzyl)morpholin-3-carboxylate C(#C)C1=CC=C(CN2C(COCC2)C(=O)OC)C=C1